N-(5,6-difluoro-1H-indol-3-yl)dibenzo[b,d]furan-2-sulfonamide FC=1C=C2C(=CNC2=CC1F)NS(=O)(=O)C1=CC2=C(OC3=C2C=CC=C3)C=C1